C(C)(C)(C)OC([C@H](N)CCC(=O)O)=O D-glutamic acid tert-butyl ester